CN(CCN(C1=C(C=C(C(=C1)OC)NC1=NC=C(C(=N1)C1=CN(C2=CC=CC=C12)C)C=1OC=CN1)NC(C=C)=O)C)C N-(2-((2-(Dimethylamino)ethyl)(methyl)amino)-4-methoxy-5-((4-(1-methyl-1H-indol-3-yl)-5-(oxazol-2-yl)pyrimidin-2-yl)amino)phenyl)acrylamide